4-(2H-1,2,3-triazol-2-yl)-3-(difluoromethyl)aniline N=1N(N=CC1)C1=C(C=C(N)C=C1)C(F)F